4-((2-(2,6-dioxopiperidin-3-yl)-1,3-dioxoisoindolin-5-yl)oxy)butyl methanesulfonate CS(=O)(=O)OCCCCOC=1C=C2C(N(C(C2=CC1)=O)C1C(NC(CC1)=O)=O)=O